C(C)(C)C1=NOC(=N1)N1CCC(CC1)C(C)OC=1SC2=NC(=CC=C2N1)C1=CC=C(C=C1)S(=O)CCOC 3-isopropyl-5-(4-(1-((5-(4-((2-methoxyethyl)sulfinyl)phenyl)thiazolo[5,4-b]pyridin-2-yl)oxy)ethyl)piperidin-1-yl)-1,2,4-oxadiazole